C(C)(=O)NC1=C(C(=O)OC)C=C(C=C1)B1OC(C(O1)(C)C)(C)C methyl 2-acetamido-5-(4,4,5,5-tetramethyl-1,3,2-dioxaborolan-2-yl)benzoate